BrC=1C=C(C=CC1)C1=CC=C(C=C1)OC 3-Bromo-4'-methoxy-1,1'-biphenyl